ClC1=NS(C2=C(N1)C(=CC=C2)C(CC)C2=C(C=CC=C2)F)(=O)=O 3-chloro-5-(1-(2-fluorophenyl)propyl)-4H-benzo[e][1,2,4]thiadiazine 1,1-dioxide